COC(=O)[C@@]12CC(=C[C@@H](CC3=NC(=CC=C31)OC)C2=O)C |r| racemic-(5s,9r)-2-methoxy-7-methyl-11-oxo-9,10-dihydro-5,9-methanocycloocta[b]pyridine-5(6H)-carboxylic acid methyl ester